C(C=C)N1C(C2=CC=CC=C2C1=O)=O 2-allylisoindoline-1,3-dione